2-[6-(2,5-dioxo-2,5-dihydro-1H-pyrrol-1-yl)hexanamido]hexanoic acid O=C1N(C(C=C1)=O)CCCCCC(=O)NC(C(=O)O)CCCC